C(=O)O.FC=1C=C(C=CC1)C1(OC2=C(O1)C=CC=C2C2CCN(CC2)CC2=NC1=C(N2CCOC)C=C(C=C1)C(=O)O)C 2-({4-[2-(3-fluorophenyl)-2-methyl-1,3-benzodioxol-4-yl]piperidin-1-yl}methyl)-1-(2-methoxyethyl)-1H-benzimidazole-6-carboxylic acid, formate salt